C1(CC1)CS(=O)(=O)C=1C=C(OC[C@H](CN[C@H]2COC3(C2)CCN(CC3)S(=O)(=O)C=3C=NC2=CC=CC=C2C3)O)C=CC1 (S)-1-(3-(cyclopropylmethylsulfonyl)phenoxy)-3-((R)-8-(quinolin-3-ylsulfonyl)-1-oxa-8-azaspiro[4.5]decan-3-ylamino)propan-2-ol